7-(2-((5-(5-(difluoromethyl)-1,3,4-oxadiazole-2-yl)pyridine-2-yl)methyl)-4,4-dimethyl-1,3-dioxo-1,2,3,4-tetrahydroisoquinoline-6-yl)-4,7-diazaspiro[2.5]octane-4-carboxylate FC(C1=NN=C(O1)C=1C=CC(=NC1)CN1C(C2=CC=C(C=C2C(C1=O)(C)C)N1CCN(C2(CC2)C1)C(=O)[O-])=O)F